CC(C=C)NC(N(CC)[C@H](C)C1=NC=C(C(=C1)C=1N=C(C=2N(C1)C=CN2)OCC(CC=C)(F)F)OC)=O 3-(but-3-en-2-yl)-1-((R)-1-(4-(8-((2,2-difluoropent-4-en-1-yl)oxy)imidazo[1,2-a]pyrazin-6-yl)-5-methoxypyridin-2-yl)ethyl)-1-ethylurea